FC1(CN(CCC1C1=C(C=C2C(=NN(C2=C1)C)C1CNCCC1)F)CC1CCNCC1)F 3-[6-[3,3-difluoro-1-(4-piperidylmethyl)-4-piperidyl]-5-fluoro-1-methyl-indazol-3-yl]piperidine